FC1=C(CO[C@@H]2CC[C@H](CC2)C(=O)NCC2=C(C(=C(C=C2)C(F)(F)F)C=2NC(C=C(N2)CC)=O)F)C=CC(=C1)F trans-4-[(2,4-difluorobenzyl)oxy]-N-[3-(4-ethyl-6-oxo-1,6-dihydropyrimidin-2-yl)-2-fluoro-4-(trifluoromethyl)benzyl]cyclohexane-1-carboxamide